Dinonyl (2-(4-chlorophenyl)-2-methylpropanoyl)-L-valyl-D-glutamate ClC1=CC=C(C=C1)C(C(=O)N[C@@H](C(C)C)C(=O)N[C@H](CCC(=O)OCCCCCCCCC)C(=O)OCCCCCCCCC)(C)C